C(C)(C)(C)OC(=O)C1=C2C(=C(NC2=CC=C1)CC)C(C1=CC=CC=C1)=O tert-butoxycarbonyl-3-benzoyl-2-ethylindole